(S)-4-((1-(4-fluorophenyl)-1,2,3,4-tetrahydroisoquinoline-2-carboxamido)methyl)-4-(hydroxymethyl)piperidine-1-carboxylic acid tert-butyl ester C(C)(C)(C)OC(=O)N1CCC(CC1)(CO)CNC(=O)N1[C@H](C2=CC=CC=C2CC1)C1=CC=C(C=C1)F